The molecule is an acetate ester that is phenyl acetate substituted by an acetylamino group at position 2 and a methyl group at position 4. It has a role as a human urinary metabolite. It is a member of acetamides, a member of toluenes and a member of phenyl acetates. CC1=CC(=C(C=C1)OC(=O)C)NC(=O)C